tert-butyl 3-((6-((tert-butoxycarbonyl)(4,4-difluorocyclohexyl)amino)-2-(methylthio)pyrimidin-4-yl)oxy)azetidine-1-carboxylate C(C)(C)(C)OC(=O)N(C1=CC(=NC(=N1)SC)OC1CN(C1)C(=O)OC(C)(C)C)C1CCC(CC1)(F)F